methyl 3-hydroxy-2-methyl-2-(2-methyl-5-(trans-2-phenylcyclopropyl)benzofuran-3-carboxamido)propanoate OCC(C(=O)OC)(NC(=O)C1=C(OC2=C1C=C(C=C2)[C@H]2[C@@H](C2)C2=CC=CC=C2)C)C